3-(dimethylamino)-1-(2-(3-(methylsulfonyl)-4-((1-(methylsulfonyl)piperidin-4-yl)methoxy)benzyl)isoindolin-5-yl)prop-2-en-1-one CN(C=CC(=O)C=1C=C2CN(CC2=CC1)CC1=CC(=C(C=C1)OCC1CCN(CC1)S(=O)(=O)C)S(=O)(=O)C)C